tert-Butyl 3-(2-methoxy-2-oxoethyl)benzoate COC(CC=1C=C(C(=O)OC(C)(C)C)C=CC1)=O